(Z)-tridec-9-en-1-yl acetate C(C)(=O)OCCCCCCCC\C=C/CCC